ClC1=CC(=C(C=C1)C=1N=NN(C1)C)F 4-(4-chloro-2-fluoro-phenyl)-1-methyl-triazole